4-{5-[(1-methylpiperidin-3-yl)amino]-[1,2,4]triazolo[1,5-a]pyrimidin-7-yl}benzonitrile CN1CC(CCC1)NC1=NC=2N(C(=C1)C1=CC=C(C#N)C=C1)N=CN2